(S)-2-(3-chlorophenyl)-2,2-difluoro-1-phenylethyl ((2S)-1-(((2S)-4-(cyclopropylamino)-3-hydroxy-4-oxo-1-((S)-2-oxopyrrolidin-3-yl)butan-2-yl)amino)-4-methyl-1-oxopentan-2-yl)carbamate C1(CC1)NC(C([C@H](C[C@H]1C(NCC1)=O)NC([C@H](CC(C)C)NC(O[C@H](C(F)(F)C1=CC(=CC=C1)Cl)C1=CC=CC=C1)=O)=O)O)=O